S1C(=NC2=C1C=CC=C2)NC(=O)C=2C=CC=C1CCN(CC21)C2=CC=C(C(=N2)C(=O)OC(C)(C)C)C=2C(=C(OCCCC[C@H]1CN(CCC1)CC(=O)O)C=CC2)C 2-[(3R)-3-[4-[3-[6-[8-(1,3-benzothiazol-2-ylcarbamoyl)-3,4-dihydro-1H-isoquinolin-2-yl]-2-tert-butoxycarbonyl-3-pyridyl]-2-methyl-phenoxy]butyl]-1-piperidyl]acetic acid